CN1N=CC(=C1)C1=NC=2C(=NC=CC2C=2C=CC3=C(CCCC[C@@H]3NC(=O)C3=NOC(=C3)C3(CC3)C)C2)N1 5-(1-Methyl-cyclopropyl)-isoxazole-3-carboxylic acid {(S)-2-[2-(1-methyl-1H-pyrazol-4-yl)-3H-imidazo[4,5-b]pyridin-7-yl]-6,7,8,9-tetrahydro-5H-benzocyclohepten-5-yl}-amide